CN(CCOC1=CC=C(C2=CN(N=C12)C)C1=CC(=C(CN2C(C3=NC=CC=C3C2=O)([2H])[2H])C(=C1)F)F)C 6-(4-(7-(2-(dimethylamino)ethoxy)-2-methyl-2H-indazol-4-yl)-2,6-difluorobenzyl)-6,7-dihydro-5H-pyrrolo[3,4-b]pyridin-5-one-7,7-d2